5-(5-(3,5-dimethylisoxazol-4-yl)-1-(tetrahydro-2H-pyran-4-yl)-1H-pyrrolo[2,3-b]pyridin-3-yl)-6-ethoxy-4-methylpicolinic acid CC1=NOC(=C1C=1C=C2C(=NC1)N(C=C2C=2C(=CC(=NC2OCC)C(=O)O)C)C2CCOCC2)C